C(#N)CCN(C(=O)C=1C=CC=2N(C1)C(=CN2)C=2C=CC(=NC2)NC(OC)=O)C2=CC=C(C=C2)F methyl N-[5-[6-[2-cyanoethyl-(4-fluorophenyl) carbamoyl]imidazo[1,2-a]pyridin-3-yl]-2-pyridyl]carbamate